ClC=1C=C2C=NN(C2=C(C1)C(=O)O)CC=1SC(=NN1)C1=CC=CC=C1 5-chloro-1-((5-phenyl-1,3,4-thiadiazol-2-yl)methyl)-1H-indazole-7-carboxylic acid